1-aminopropyl-2,3-dimethylimidazolium bromide [Br-].NC(CC)C=1[N+](=C(NC1)C)C